ClC1=CC=C(CN2C=3N(C(C(=C2)C2=NC(=NO2)C)=O)N=C(C3)C3CCOCC3)C=C1 4-(4-chlorobenzyl)-6-(3-methyl-1,2,4-oxadiazol-5-yl)-2-(tetrahydro-2H-pyran-4-yl)pyrazolo[1,5-a]pyrimidin-7(4H)-one